4-[[3-[1-(2,2-difluoroethyl)-3-(trifluoromethyl)pyrazol-4-yl]imidazo[1,2-a]pyrazin-8-yl]amino]-2-ethyl-N-[2-oxo-2-[[(3S)-pyrrolidin-3-yl]amino]ethyl]benzamide formate C(=O)O.FC(CN1N=C(C(=C1)C1=CN=C2N1C=CN=C2NC2=CC(=C(C(=O)NCC(N[C@@H]1CNCC1)=O)C=C2)CC)C(F)(F)F)F